C(C)(C)(C)OC(=O)NCC(C(F)(F)F)(O)C1=NC(=C(C(=C1F)C(C)(C)NC(OCC1=CC=CC=C1)=O)F)C1=CC=C(C=C1)F Benzyl {2-[2-{3-[(tert-butoxycarbonyl)amino]-1,1,1-trifluoro-2-hydroxypropan-2-yl}-3,5-difluoro-6-(4-fluorophenyl)pyridin-4-yl]propan-2-yl}carbamate